2-(2-(benzyl-(4-(3,4-dichlorophenyl)-5-isobutylthiazol-2-yl)amino)ethyl)guanidine C(C1=CC=CC=C1)N(CCN=C(N)N)C=1SC(=C(N1)C1=CC(=C(C=C1)Cl)Cl)CC(C)C